2,4,5-tri-methoxyphenethylamine COC1=C(CCN)C=C(C(=C1)OC)OC